(3ar,5r,6as)-5-(5-chloro-1H-indazol-7-yl)-2-(methylsulfonyl)octahydrocyclopenta[c]pyrrol-5-ol ClC=1C=C2C=NNC2=C(C1)C1(C[C@@H]2[C@@H](CN(C2)S(=O)(=O)C)C1)O